tert-butyl {2-[4-(4-hydroxyphenyl)piperazin-1-yl]ethyl}methylcarbamate OC1=CC=C(C=C1)N1CCN(CC1)CCN(C(OC(C)(C)C)=O)C